ethyl 1,3,5,7-tetraoxa-6-((2-(trimethylsilyl) ethoxy) methyl)-3,5,6,7-tetrahydropyrrolo[3,4-f]isoindole-2(1H)-carboxylate C[Si](CCOCN1OC=2C=C3C(=CC2O1)ON(O3)C(=O)OCC)(C)C